N1N=NN=C1CC=1C=C(C=CC1)C=1C(=NC=CC1OC1=C(N=C(S1)C)C1=CC=CC=C1)N (3-((1H-tetrazol-5-yl)methyl)phenyl)-4-((2-methyl-4-phenylthiazol-5-yl)oxy)pyridin-2-amine